2,3-difluoro-α-methylbenzenemethanamine FC1=C(C=CC=C1F)C(N)C